3,9-diazabicyclo[3.3.1]nonan C12CNCC(CCC1)N2